(3R)-1-butyl-2,5-dioxo-3-((1R)-1-hydroxy-1-(tetrahydropyran-4-yl)methyl)-9-(4-(4-isopropylaminocarbonyl-2-methoxyphenoxy)phenylmethyl)-1,4,9-triazaspiro[5.5]undecane C(CCC)N1C([C@H](NC(C12CCN(CC2)CC2=CC=C(C=C2)OC2=C(C=C(C=C2)C(=O)NC(C)C)OC)=O)[C@@H](C2CCOCC2)O)=O